4-Ethyl-1-(7-fluoro-4-isopropyl-2-(2-methoxy-3,5-dimethylpyridin-4-yl)quinolin-6-yl)-3-(hydroxymethyl)-1H-1,2,4-triazol-5(4H)-one C(C)N1C(=NN(C1=O)C=1C=C2C(=CC(=NC2=CC1F)C1=C(C(=NC=C1C)OC)C)C(C)C)CO